ClC=1C=C(C=CC1)C#C\C=C/1\C(CN(CC1)C(=O)C1=NC=CC(=C1)OC)(F)F {(4E)-4-[3-(3-chlorophenyl)prop-2-yn-1-ylidene]-3,3-difluoropiperidin-1-yl}(4-methoxypyridin-2-yl)methanone